N-(4-chloro-3-methylphenyl)-2-(4-ethyl-6-(trifluoromethyl)pyrimidin-2-yl)-N-methyl-5-oxopyrazolidine-3-carboxamide ClC1=C(C=C(C=C1)N(C(=O)C1N(NC(C1)=O)C1=NC(=CC(=N1)CC)C(F)(F)F)C)C